ClC1=C(C(=O)NCC(C)C)C=C(C(=C1)F)N1C(N(C(N(C1=O)C)=S)C)=O 2-chloro-5-(3,5-dimethyl-2,6-dioxo-4-thioxo-1,3,5-triazin-1-yl)-4-fluoro-N-isobutylbenzamide